C1(=CC=CC=C1)S(=O)(=O)C=1C=CC(=C(C1)C1=NN(C=C1NC(=O)C=1C=NN2C1N=CC=C2)C)OC(F)F N-[3-[5-(benzenesulfonyl)-2-(difluoromethoxy)phenyl]-1-methyl-pyrazol-4-yl]pyrazolo[1,5-a]pyrimidine-3-carboxamide